N4-(4-aminomethyl-phenyl)-2-methyl-N1-[4-(1,2,3,6-tetrahydro-pyridin-4-yl)-phenyl]-terephthalamide NCC1=CC=C(C=C1)NC(C1=CC(=C(C(=O)NC2=CC=C(C=C2)C=2CCNCC2)C=C1)C)=O